(R)-2-(5-((4-(1,2-dihydroxyethyl)piperidin-1-yl)sulfonyl)-2-propoxyphenyl)-5-ethyl-7-propyl-3,5-dihydro-4H-pyrrolo[3,2-d]pyrimidin-4-one O[C@@H](CO)C1CCN(CC1)S(=O)(=O)C=1C=CC(=C(C1)C=1NC(C2=C(N1)C(=CN2CC)CCC)=O)OCCC